methyl (2E)-3-(2-[[(6-cyano-1H-1,3-benzodiazol-2-yl)methyl]amino]phenyl)prop-2-enoate C(#N)C=1C=CC2=C(NC(=N2)CNC2=C(C=CC=C2)/C=C/C(=O)OC)C1